(E)-4-((4-bromophenyl)(hydroxy)methyl)-2-(2-phenylhydrazino)pent-4-enoic acid ethyl ester C(C)OC(C(CC(=C)C(O)C1=CC=C(C=C1)Br)NNC1=CC=CC=C1)=O